HydroxyDiphenylurea ON(C(=O)NC1=CC=CC=C1)C1=CC=CC=C1